SC(C)(C)C 2-Mercapto-2-methylpropane